(S)-5-amino-2-((3-(2-(4-ethynylphenyl)-2-hydroxyethyl)-1,2,4-oxadiazol-5-yl)methyl)-4-methylpyridazin-3(2H)-one NC1=C(C(N(N=C1)CC1=NC(=NO1)C[C@H](O)C1=CC=C(C=C1)C#C)=O)C